5-(6-((1-(1,1-difluoroethyl)cyclopropyl)ethynyl)-2,3,4,5-tetrahydro-1H-benzo[b]azepin-1-yl)-6-fluoro-1-methylpyrido[4,3-e][1,2,4]triazolo[4,3-a]pyrimidine FC(C)(F)C1(CC1)C#CC1=CC=CC=2N(CCCCC21)C2=NC=1N(C3=C2C(=CN=C3)F)C(=NN1)C